5-[(1R)-1-(Pyridin-2-yl)ethoxy]imidazo[1,2-a]pyridin-7-ylboronic acid N1=C(C=CC=C1)[C@@H](C)OC1=CC(=CC=2N1C=CN2)B(O)O